OC(C)(C)C1=CC=C(NC=2C(=NC(=C(N2)NC)C=2C3=C(C=NC2)N(C=N3)C)C(=O)N)C=C1 3-[4-(1-hydroxy-1-methylethyl)anilino]-5-(methylamino)-6-(3-methylimidazo[4,5-c]pyridin-7-yl)pyrazine-2-carboxamide